4-(benzylsulfanyl)thiophene-2-sulfonamide C(C1=CC=CC=C1)SC=1C=C(SC1)S(=O)(=O)N